tert-butyl 2-[(1S)-1-aminoethyl]-7-azaspiro[3.5]nonane-7-carboxylate N[C@@H](C)C1CC2(C1)CCN(CC2)C(=O)OC(C)(C)C